normal-butyl stearate C(CCCCCCCCCCCCCCCCC)(=O)OCCCC